CCC(CC)[Si](OC)(C(CC)CC)C(CC)CC tri(pentane-3-yl)methoxysilane